2-(4-((methoxy-d3)methyl)bicyclo[2.2.1]heptane-1-yl)acetaldehyde C(OCC12CCC(CC1)(C2)CC=O)([2H])([2H])[2H]